CC1=CC(OC2=CC(=CC=C12)C(=O)N)=O 4-Methyl-coumarin-7-Amide